[Zr].[Li] LITHIUM-ZIRCONIUM